N-(6-amino-5-methyl-3-pyridyl)-2-[(2S,6S)-2-methyl-6-phenyl-1-piperidyl]-2-oxo-acetamide NC1=C(C=C(C=N1)NC(C(=O)N1[C@H](CCC[C@H]1C1=CC=CC=C1)C)=O)C